The molecule is a hydrochloride obtained by reaction of GR 127935 with one equivalent of hydrochloric acid. Potent and selective 5-HT1B/1D receptor antagonist (pKi values are 8.5 for both guinea pig 5-HT1D and rat 5-HT1B receptors). Displays > 100-fold selectivity over 5HT1A, 5-HT2A, 5-HT2C receptors and other receptor types. Centrally active following oral administration. It has a role as a serotonergic antagonist. It contains a GR 127935(1+). CC1=C(C=CC(=C1)C2=NOC(=N2)C)C3=CC=C(C=C3)C(=O)NC4=CC(=C(C=C4)OC)N5CCN(CC5)C.Cl